3-methyl-3-[1-oxo-5-[(3S)-pyrrolidin-3-yl]oxy-isoindolin-2-yl]piperidine-2,6-dione CC1(C(NC(CC1)=O)=O)N1C(C2=CC=C(C=C2C1)O[C@@H]1CNCC1)=O